C(#N)C1=NN(C=C1C(=O)N)CC(F)F 3-cyano-1-(2,2-difluoroethyl)pyrazole-4-carboxamide